FC(OC1=C(C=C(C=C1)OC=1C=NN(C1)CC(C)(C)O)C1=NN(C=C1N1CC=C2N1C=CC=N2)C)F N-(3-(2-(difluoromethoxy)-5-((1-(2-hydroxy-2-methylpropyl)-1H-pyrazol-4-yl)oxy)phenyl)-1-methyl-1H-pyrazol-4-yl)pyrazolo[1,5-a]pyrimidine